cis-3-eicosene-1,2-dicarboxylic anhydride C1C(\C=C/CCCCCCCCCCCCCCCC)C(=O)OC1=O